O=C1NC=C(C(N1C1=NC=CC=C1)=O)C(=O)OCC ethyl 2,4-dioxo-3-(pyridin-2-yl)-1,2,3,4-tetrahydropyrimidine-5-carboxylate